2-diethylamino-1,3-dimethyl-4-ethylimidazolium C(C)N(C=1N(C=C([N+]1C)CC)C)CC